CC1=NC(=CC=C1NC(=O)C1=NC=NC(=C1)C1=CC(=C(C=C1)Cl)F)C 6-(4-chloro-3-fluoro-phenyl)-pyrimidine-4-carboxylic acid (2,6-dimethyl-pyridin-3-yl)-amide